2-methylbenzo[4,5]thieno[2,3-b]pyridin-8-ylboronic acid CC1=CC=C2C(=N1)SC1=C2C=CC=C1B(O)O